C(C)OC(=O)NCC=1OC2=C(C1)C=C(C=C2I)COC2=C(C=CC=C2)CC(=O)OCC ethyl 2-(2-((2-((ethoxycarbonylamino)methyl)-7-iodobenzofuran-5-yl)methoxy)phenyl)acetate